[Fe+3].C12=CC=C(N1)C=C1C=CC(=N1)C=C1C=CC(N1)=CC=1C=CC(N1)=C2 porphine iron (III)